C(#N)CC1=C(C(=O)N)C=CC(=C1)C1=NC(=NC=C1C(F)(F)F)NC=1C=NN(C1)C1CCOCC1 (cyanomethyl)-4-(2-((1-(tetrahydro-2H-pyran-4-yl)-1H-pyrazol-4-yl)amino)-5-(trifluoromethyl)pyrimidin-4-yl)benzamide